bis[4-(4-amino-3-carboxyphenoxy)phenyl]propane NC1=C(C=C(OC2=CC=C(C=C2)C(C)(C)C2=CC=C(C=C2)OC2=CC(=C(C=C2)N)C(=O)O)C=C1)C(=O)O